3-(2-cyanoethyl)-1-[3-(2-methoxyphenyl)-1H-pyrrolo[2,3-b]pyridin-6-yl]urea C(#N)CCNC(NC1=CC=C2C(=N1)NC=C2C2=C(C=CC=C2)OC)=O